(E)-2-(5-((4-(3-hydroxypropyl)piperazin-1-yl)sulfonyl)-2-propoxyphenyl)-5-methyl-4-oxo-7-propyl-4,5-dihydro-3H-pyrrolo[3,2-d]pyrimidine-6-formaldoxime OCCCN1CCN(CC1)S(=O)(=O)C=1C=CC(=C(C1)C=1NC(C2=C(N1)C(=C(N2C)\C=N\O)CCC)=O)OCCC